2-benzyl-4-methyl-1,2,4-triazine-3,5(2H,4H)-dione C(C1=CC=CC=C1)N1N=CC(N(C1=O)C)=O